3-(3-chlorobenzyl)-5-methoxy-2-methyl-aniline ClC=1C=C(CC=2C(=C(N)C=C(C2)OC)C)C=CC1